tert-butyl N-[6-oxo-6-(2-thienyl)Hexyl]carbamate O=C(CCCCCNC(OC(C)(C)C)=O)C=1SC=CC1